ClC1=CC=C(C(=N1)C(=O)O)N[C@H](C)C=1C=C(C=C2C(N(C(=NC12)C(CO)(C)C)C)=O)C (R)-6-chloro-3-((1-(2-(1-hydroxy-2-methylpropan-2-yl)-3,6-dimethyl-4-oxo-3,4-dihydroquinazolin-8-yl)ethyl)amino)picolinic acid